2,3-dihydrobenzofuran-5,7-dicarboxamide O1CCC2=C1C(=CC(=C2)C(=O)N)C(=O)N